C(CCC)OC1=CC=C(C=C1)S(=O)(=O)OC1=CC=C(C=C1)NC(=O)NC1=CC=C(C=C1)OS(=O)(=O)C1=CC=C(C=C1)OCCCC N,N'-di-[4-(p-butoxybenzenesulfonyloxy)phenyl]urea